methyl 2-fluoro-4-hydroxy-5-nitrobenzoate FC1=C(C(=O)OC)C=C(C(=C1)O)[N+](=O)[O-]